OCC=1OC=C(CC1)OC 2-hydroxymethyl-5-methoxyl-4H-pyran